F[C@H]1CN(CC[C@H]1NC1=C2C=C(N(C2=CC=C1)CC(F)(F)F)C1=NOC(=N1)CNC(=O)C1=CSC(=C1)N1CCOCC1)C N-{[3-(4-{[(3S,4R)-3-fluoro-1-methylpiperidin-4-yl]amino}-1-(2,2,2-trifluoroethyl)-1H-indol-2-yl)-1,2,4-oxadiazol-5-yl]methyl}-5-(morpholin-4-yl)thiophene-3-carboxamide